3-(1H-benzo[d]imidazol-5-yl)-5-chloro-2-methyl-3H-imidazo[4,5-b]pyridine N1C=NC2=C1C=CC(=C2)N2C(=NC=1C2=NC(=CC1)Cl)C